OCC(CO)(COCC(CO)(C)CO)C 2,6-bis(hydroxymethyl)-2,6-dimethyl-4-oxa-1,7-heptanediol